C12C=CCC(CC1)N2C(=O)N 8-azabicyclo[3.2.1]oct-2-ene-8-carboxamide